tert-butyl 4-[(5-benzyloxy-2-pyridyl)oxy]piperidine-1-carboxylate C(C1=CC=CC=C1)OC=1C=CC(=NC1)OC1CCN(CC1)C(=O)OC(C)(C)C